N1=C(C=CC=C1)C=1N=C(C2=C(N1)CCC2)N2CC(NCCC2)=O 4-[2-(pyridin-2-yl)-5H,6H,7H-cyclopenta[d]pyrimidin-4-yl]-1,4-diazepan-2-one